C(C)(C)(C)OC(=O)NCCNC(=O)C1=CC=C(OC[C@@H]2CN(CC[C@H]2C2=CC=C(C=C2)F)C(=O)OC(C)(C)C)C=C1 tert-butyl (3S,4R)-3-((4-((2-((tert-butoxycarbonyl)amino)ethyl)carbamoyl)phenoxy)methyl)-4-(4-fluorophenyl)-piperidine-1-carboxylate